5-chloro-7-oxo-4,7-dihydropyrazolo[1,5-a]pyrimidine-3-carboxylic acid ethyl ester C(C)OC(=O)C=1C=NN2C1NC(=CC2=O)Cl